NC1=C(C=C(CNC(OC(C)(C)C)=O)C=C1)OCCC1=CC=CC=C1 tert-butyl (4-amino-3-phenethoxybenzyl)carbamate